9,9'-(2-bromo-1,4-phenylene)bis(9H-carbazole) BrC1=C(C=CC(=C1)N1C2=CC=CC=C2C=2C=CC=CC12)N1C2=CC=CC=C2C=2C=CC=CC12